ClC1=C(C(=CC=C1)Cl)N1N=C(C(=C1)NC1=CC=C(C=C1)C(NCC)=O)C(=O)N 1-(2,6-dichlorophenyl)-4-((4-(ethylcarbamoyl)phenyl)amino)-1H-pyrazole-3-carboxamide